C1=NCC2(C3=CC=CC=C13)NC(C=1N2C(C=CC1)=O)=O 2H-spiro[imidazo[1,5-a]pyridine-3,4'-isoquinoline]-1,5-dione